C(#N)C1(COC1)NS(=O)(=O)C1=CC(=C2C=NN(C2=C1)C=1SC(=NN1)C(F)F)N1C[C@@H](N[C@H](C1)C)C N-(3-cyanooxetan-3-yl)-1-(5-(difluoromethyl)-1,3,4-thiadiazol-2-yl)-4-((3S,5S)-3,5-dimethylpiperazin-1-yl)-1H-indazole-6-sulfonamide